N1CC(C1)NC=1C=CC(=C(C(=O)N[C@H](C)C2=CC(=CC=C2)C=2SC(=CC2)CN2CCCC2)C1)C (R)-5-(azetidin-3-ylamino)-2-methyl-N-(1-(3-(5-(pyrrolidin-1-ylmethyl)thiophen-2-yl)phenyl)ethyl)benzamide